4-((1'R,5'R,2R/S)-5'-(tert-butyl)-2'-methylencyclohexyl)butan-2-ol C(C)(C)(C)C1CCC(C(C1)CCC(C)O)=C